Cl.N1N=CC2=CC=C(C=C12)N 1H-indazol-6-amine hydrochloride